C(C=C)NC(C(O)C(O)C(=O)NCC=C)=O N,N'-diallyl-tartaric acid diamide